FC1(CCC(CC1)C1=NC(=NC2=NC(=C(N=C12)C)C)N1C[C@@H](OCC1)C=1C=NN(C1)C)F 4-(4,4-difluorocyclohexyl)-6,7-dimethyl-2-((2S)-2-(1-methyl-1H-pyrazol-4-yl)-4-morpholinyl)pteridine